N-(4-((2-chloro-4-fluorobenzyl)oxy)phenyl)-6-(1H-tetrazol-5-yl)benzofuran-3-carboxamide ClC1=C(COC2=CC=C(C=C2)NC(=O)C2=COC3=C2C=CC(=C3)C3=NN=NN3)C=CC(=C1)F